chloro-7-fluoro-N-methyl-N-[3-[6-(2,2,2-trifluoroethoxy)-3-pyridyl]phenyl]-[1,2,4]triazolo[4,3-a]quinazolin-5-amine ClC1=NN=C2N1C1=CC=C(C=C1C(=N2)N(C2=CC(=CC=C2)C=2C=NC(=CC2)OCC(F)(F)F)C)F